ClC1=CC=C(C2=C1C=CO2)COC2=CC=CC(=N2)C2=CCC(CC2)CC(=O)NC2=C(C=C(C(=O)OC)C=C2)NC[C@H]2OCC2 Methyl 4-(2-(4-(6-((4-chlorobenzofuran-7-yl)methoxy)pyridin-2-yl)cyclohex-3-en-1-yl)acetamido)-3-((((S)-oxetan-2-yl)methyl)amino)benzoate